bis(2-aminobenzylidene)ethylenediamine NC1=C(C=NCCN=CC2=C(C=CC=C2)N)C=CC=C1